((6-methyl-5-(1H-pyrrolo[2,3-b]pyridin-4-yl)-2,3-dihydro-1H-inden-4-yl)carbamoyl)-6,7-dihydro-4H-pyrazolo[5,1-c][1,4]oxazine-3-sulfonamide CC1=C(C(=C2CCCC2=C1)NC(=O)C1=NN2C(COCC2)=C1S(=O)(=O)N)C1=C2C(=NC=C1)NC=C2